OC1(CN(CC1)C(=O)OC(C)(C)C)C1=CC(N(C=C1)C)=O tert-butyl 3-hydroxy-3-(1-methyl-2-oxo-1,2-dihydropyridin-4-yl)pyrrolidine-1-carboxylate